(R)-1-cyclopropylethyl (5-bromo-3-methylisoxazol-4-yl)carbamate BrC1=C(C(=NO1)C)NC(O[C@H](C)C1CC1)=O